BrC1=C(C=C(C=C1F)NC(=O)C1COC2=CC=CC=C2C1)Cl N-(4-bromo-3-chloro-5-fluorophenyl)chroman-3-carboxamide